N1-(4-Chloro-3-(Pyridin-2-Yl)Phenyl)-N4-(6-Methoxypyridin-3-Yl)Terephthalamide ClC1=C(C=C(C=C1)NC(C1=CC=C(C(=O)NC=2C=NC(=CC2)OC)C=C1)=O)C1=NC=CC=C1